C(C)OC(=O)C1CN(CC1C)C(=O)OC(C)(C)C (+-)-4-methylpyrrolidine-1,3-dicarboxylic acid 1-tert-butyl 3-ethyl ester